lithium-cobalt disulfide [Co](=S)=S.[Li]